methyl-N1-(1-methylazetidin-3-yl)benzene-1,4-diamine CC1=C(C=CC(=C1)N)NC1CN(C1)C